methyl 3-({[6-(5-chloro-2-fluorophenyl)-4-{[(2,4-dimethoxyphenyl)methyl]amino}pyridazin-3-yl]oxy}methyl)bicyclo[1.1.1]pentane-1-carboxylate ClC=1C=CC(=C(C1)C1=CC(=C(N=N1)OCC12CC(C1)(C2)C(=O)OC)NCC2=C(C=C(C=C2)OC)OC)F